(trans)-tert-butyl N-[2-[4-[2-[3-[tert-butyl(dimethyl)silyl]oxycyclobutyl]-3H-imidazo[4,5-b]pyridin-7-yl]piperidine-1-carbonyl]-5-(trifluoromethoxy)phenyl]carbamate [Si](C)(C)(C(C)(C)C)O[C@@H]1C[C@H](C1)C1=NC=2C(=NC=CC2C2CCN(CC2)C(=O)C2=C(C=C(C=C2)OC(F)(F)F)NC(OC(C)(C)C)=O)N1